NC1=C2C(=NC=N1)N(N=C2C2=NOC(=C2B(O)O)C2CC2)C2(CC2)C (3-(4-amino-1-(1-methylcyclopropyl)-1H-pyrazolo[3,4-d]pyrimidin-3-yl)-5-cyclopropylisoxazol-4-yl)boronic acid